5-Chloro-N4-(2-dimethylphosphorylphenyl)-N2-[3-[2-(4-methylpiperazin-1-yl)ethoxy]phenyl]pyrimidine-2,4-Diamine ClC=1C(=NC(=NC1)NC1=CC(=CC=C1)OCCN1CCN(CC1)C)NC1=C(C=CC=C1)P(=O)(C)C